5-{1-fluoro-3-hydroxy-7-[1-(3-methylbutane-1-sulfonyl)-2,5-dihydro-1H-pyrrol-3-yl]naphthalen-2-yl}-1λ6,2,5-thiadiazolidine-1,1,3-trione FC1=C(C(=CC2=CC=C(C=C12)C=1CN(CC1)S(=O)(=O)CCC(C)C)O)N1CC(NS1(=O)=O)=O